FC(C)(F)C1=CN=CC(=N1)C1=NC(NC(N1)=O)=O 6-(6-(1,1-difluoroethyl)pyrazin-2-yl)-1,3,5-triazine-2,4(1H,3H)-dione